OC=1CN(C2=CC=C(C=C2C1)[N+](=O)[O-])C 3-hydroxy-1-methyl-6-nitroquinolin